(E)-3-(4-hydroxy-3,5-dimethylphenyl)-1-(4-(thiophen-2-yl)phenyl)prop-2-en-1-one OC1=C(C=C(C=C1C)/C=C/C(=O)C1=CC=C(C=C1)C=1SC=CC1)C